C(=O)(O)[C@H](CCCCNC(=O)C=1N=NC(=CC1)[18F])NC(=O)N[C@H](C(=O)O)CC(=O)O (2S)-2-({[(1S)-1-carboxy-5-{[6-[18F]fluoropyridazin-3-yl]formamido}pentyl]carbamoyl}amino)butanedioic acid